6,6-dimethyl-3-hydroxy-2-methylenebicyclo[3.1.1]Heptane CC1(C2CC(C(C1C2)=C)O)C